IODOTRIMETHYLSILANE I[Si](C)(C)C